(S)-(4-(5-fluorobenzo[d]oxazol-2-yl)-6,7-dihydro-1H-imidazo[4,5-c]pyridin-5(4H)-yl)(5-(pyridin-3-yl)-1,3,4-oxadiazol-2-yl)methanone FC=1C=CC2=C(N=C(O2)[C@H]2N(CCC3=C2N=CN3)C(=O)C=3OC(=NN3)C=3C=NC=CC3)C1